BrC1=CC=2N(C=C1)N=CC2C(=O)NC2CCN(CC2)CC2CC2 5-Bromo-N-(1-(cyclopropylmethyl)piperidin-4-yl)pyrazolo[1,5-a]pyridine-3-carboxamide